1,1,1-trifluoro-N-phenyl-N-triflyl-methanesulfonamide FC(S(=O)(=O)N(S(=O)(=O)C(F)(F)F)C1=CC=CC=C1)(F)F